2,5-dihydroperoxyhexane O(O)C(C)CCC(C)OO